(R)-ethyl 6-(2-chlorophenyl)-8-ethynyl-4-methyl-4H-benzo[f]imidazo[1,5-a][1,4]diazepine-3-carboxylate ClC1=C(C=CC=C1)C1=N[C@@H](C=2N(C3=C1C=C(C=C3)C#C)C=NC2C(=O)OCC)C